O=C1NC(CCC1N1C(C2=CC=C(C=C2C1=O)NC(OC1=CC=CC=C1)=O)=O)=O Phenyl (2-(2,6-dioxopiperidin-3-yl)-1,3-dioxoisoindolin-5-yl)carbamate